2-fluoro-2-methylpropane-1,3-diamine dihydrochloride Cl.Cl.FC(CN)(CN)C